C(C)OC(C[C@H](N1[C@@](C2=C(C=C(C=C2C1=O)[C@](CC)(C1CCOCC1)O)F)(OC)C1=CC=C(C=C1)Cl)C1=CC=C(C=C1)Cl)=O (S)-3-(4-chlorophenyl)-3-((R)-1-(4-chlorophenyl)-7-fluoro-5-((S)-1-hydroxy-1-(tetrahydro-2H-pyran-4-yl)propyl)-1-methoxy-3-oxoisoindolin-2-yl)propionic acid ethyl ester